(1S,2S,5r)-3-(2-((2-fluorophenyl)amino)-2-oxoacetyl)-N-((S)-3-oxo-1-((S)-2-oxopyrrolidin-3-yl)-4-(trifluoromethoxy)butan-2-yl)-3-azabicyclo[3.2.0]heptane-2-carboxamide FC1=C(C=CC=C1)NC(C(=O)N1[C@@H]([C@H]2CC[C@H]2C1)C(=O)N[C@@H](C[C@H]1C(NCC1)=O)C(COC(F)(F)F)=O)=O